CSCCCCCC[C@@H](C(=O)O)NO The molecule is an N-hydroxy-L-polyhomomethionine in which there are six methylene groups between the alpha-carbon and sulfur atoms. It is a N-hydroxy-L-polyhomomethionine and a N-hydroxytetrahomomethionine. It is a conjugate acid of a N-hydroxy-L-tetrahomomethioninate.